8-((tert-butoxycarbonyl)amino)-7-fluoro-3-((2,3,3-trimethyl-1-oxoisoindolin-5-yl)amino)isoquinoline C(C)(C)(C)OC(=O)NC=1C(=CC=C2C=C(N=CC12)NC=1C=C2C(N(C(C2=CC1)=O)C)(C)C)F